BrC1=NC(=CC2=C1OCC(O2)C)S2(C(CCCCCC2)=N)(=O)C (5-Bromo-2-methyl-2,3-dihydro-[1,4]dioxino[2,3-c]pyridin-7-yl)(imino)(methyl)-λ6-thiocanone